BrC=1C=CC=C2N=CC(=NC12)C=1C=NN(C1)C1CCN(CC1)C(CCCCCNC1=C2C(N(C(C2=CC=C1)=O)C1C(NC(CC1)=O)=O)=O)=O ((6-(4-(4-(8-bromoquinoxalin-2-yl)-1H-pyrazol-1-yl)piperidin-1-yl)-6-oxohexyl)amino)-2-(2,6-dioxopiperidin-3-yl)isoindoline-1,3-dione